4-(4-(1-((4-fluorophenyl)carbamoyl)cyclopropane-1-carboxamido)phenoxy)quinoline-6-carboxylic acid FC1=CC=C(C=C1)NC(=O)C1(CC1)C(=O)NC1=CC=C(OC2=CC=NC3=CC=C(C=C23)C(=O)O)C=C1